2-hydroxy-2-methyl-1-(4-isopropylphenyl)propane-1-one OC(C(=O)C1=CC=C(C=C1)C(C)C)(C)C